4-Methyl-4-[4-(1H-pyrrolo[2,3-b]pyridin-4-yl)-1H-pyrazol-1-yl]pentanamide trifluoroacetate Salt FC(C(=O)O)(F)F.CC(CCC(=O)N)(C)N1N=CC(=C1)C1=C2C(=NC=C1)NC=C2